tetramethylguanidine CN(C)C(=N)N(C)C